OC1CC(C1)C(=O)NC=1C=CC(=NC1)C=1N=NN(C1NC(O[C@H](C)C=1C(=NC=CC1)Cl)=O)C (R)-1-(2-chloropyridin-3-yl)ethyl (4-(5-((1s,3S)-3-hydroxycyclobutane-1-carboxamido)pyridin-2-yl)-1-methyl-1H-1,2,3-triazol-5-yl)carbamate